2-(4-methoxybenzyl)-6-methyl-2,5,6,7-tetrahydro-4H-indazol-4-one COC1=CC=C(CN2N=C3CC(CC(C3=C2)=O)C)C=C1